C(CCC)OC(C(CC(=O)[O-])=O)(CC)CC.[Y+3].C(CCC)OC(C(CC(=O)[O-])=O)(CC)CC.C(CCC)OC(C(CC(=O)[O-])=O)(CC)CC yttrium butoxybisethylacetoacetate